BrC1=C2N=C(C(=[N+](C2=CC(=C1)C)[O-])C(=O)OCC)O 5-bromo-2-(ethoxycarbonyl)-3-hydroxy-7-methylquinoxaline 1-oxide